[Ba].[Cd].[Si].[Se].C(C)(C)(C)NS(=O)(=O)C=1SC(=C(C1C1=CC=C(C=C1)CO)F)CC(C)C N-(tert-butyl)-4-fluoro-3-(4-(hydroxymethyl)phenyl)-5-isobutyl-thiophene-2-sulfonamide selenium-silicon-cadmium-barium